C(C)(C)[Si](OC(C)C)(C)C(C)C di(isopropyl)methyl-(isopropoxy)silane